OC1=CC=C(C=C1)CN1CCC(CC1)CCNC(C1=CC=C(C=C1)OC1=CC=CC=C1)=O N-(2-{1-[(4-hydroxyphenyl)methyl]piperidin-4-yl}ethyl)-4-phenoxybenzamide